t-Butyl (4-(ethylthio)-1-methyl-3-(7-(trifluoromethyl)imidazo[1,2-c]pyrimidin-2-yl)-1H-pyrazol-5-yl)carbamate C(C)SC=1C(=NN(C1NC(OC(C)(C)C)=O)C)C=1N=C2N(C=NC(=C2)C(F)(F)F)C1